C(C=C)OC(=O)[C@]1(C=2C=CC=NC2[C@H](CC1)OCC=C)F.COC1=CC=C2C3=C(NC2=C1)C(NCC3)C 7-methoxy-1-methyl-2,3,4,9-tetrahydro-1H-pyrido[3,4-b]indole (5S,8S)-allyl-8-(allyloxy)-5-fluoro-5,6,7,8-tetrahydroquinoline-5-carboxylate